3,7-dimethyloctanal CC(CC=O)CCCC(C)C